4,6-dichloro-3-methylisothiazolo[5,4-d]pyrimidine ClC1=C2C(=NC(=N1)Cl)SN=C2C